1-(2-(4-chloro-3-fluorophenoxy)acetamido)-N-(5-chlorobenzo[d]thiazol-2-yl)piperidine-4-carboxamide ClC1=C(C=C(OCC(=O)NN2CCC(CC2)C(=O)NC=2SC3=C(N2)C=C(C=C3)Cl)C=C1)F